CN1N=C(C=CC1=O)N1C(C2=CC=C(C=C2C1)OCC1=CC=C(C=N1)OS(=O)(=O)O)=O [6-({[2-(1-Methyl-6-oxo-1,6-dihydropyridazin-3-yl)-1-oxo-2,3-dihydro-1H-isoindol-5-yl]oxy}methyl)pyridin-3-yl]oxidanesulfonic acid